1-cyclobutyl-N-((6-((4-(5-(methylsilyl)pyridin-3-yl)-1H-1,2,3-triazol-1-yl)methyl)-1H-indole-2-yl)methyl)methylamine C1(CCC1)CNCC=1NC2=CC(=CC=C2C1)CN1N=NC(=C1)C=1C=NC=C(C1)[SiH2]C